C(C1=CC=CC=C1)O[C@H]1[C@H]([C@@H](O[C@]1(C)COCC1=CC=CC=C1)N1C(NC(C(=C1)C)=O)=O)O 1-((2R,3R,4S,5R)-4-(benzyloxy)-5-((benzyloxy)methyl)-3-hydroxy-5-methyltetrahydrofuran-2-yl)-5-methylpyrimidine-2,4(1H,3H)-dione